Cl.ClC[C@@H](C)N(C)C (R)-1-chloro-N,N-dimethylpropan-2-amine hydrochloride